pregnan-3α-ol-20-one CC(=O)[C@H]1CC[C@H]2[C@@H]3CC[C@@H]4C[C@H](O)CC[C@]4(C)[C@H]3CC[C@]12C